OC1=C(C(=O)C2=CC(=CC(=C2)C(C)(C)C)C(C)(C)C)C=CC(=C1)O 2,4-dihydroxy-3',5'-di-tert-butylbenzophenone